FS(C1=CC=C(C=C1)NC1CCN(CC1)S(=O)(=O)C1=CC=C(C=C1)C=1C=CC=2N(C1)C(=NN2)[C@H]2CNCC2)(F)(F)(F)F N-[4-(pentafluoro-λ6-sulfanyl)phenyl]-1-(4-{3-[(3R)-pyrrolidin-3-yl]-[1,2,4]triazolo[4,3-a]pyridin-6-yl}benzenesulfonyl)piperidin-4-amine